2-nitro-4,5-difluorotoluene [N+](=O)([O-])C1=C(C)C=C(C(=C1)F)F